7-((3aS,4R,6S,6aR)-6-(iodomethyl)-2,2-dimethyltetrahydro-4H-cyclopenta[d][1,3]dioxol-4-yl)-4-methyl-7H-pyrrolo[2,3-d]pyrimidine IC[C@H]1C[C@H]([C@H]2[C@@H]1OC(O2)(C)C)N2C=CC1=C2N=CN=C1C